C(CCCCCC)C1C(=O)OCC1 α-heptyl-γ-butyrolactone